N-((5-(3-chloro-5-(trifluoromethyl)pyridin-2-yl)-1,2,4-oxadiazol-3-yl)methyl)-2-(trifluoromethyl)benzamide ClC=1C(=NC=C(C1)C(F)(F)F)C1=NC(=NO1)CNC(C1=C(C=CC=C1)C(F)(F)F)=O